COC1=C(C=CC=C1)N=C1C(N(C2=CC=CC=C12)C)=O 3-((2-methoxyphenyl)imino)-1-methylindole-2-one